C(=O)C1=CC=2CCC=3C=C(C=C4CCC(=C1)C2C43)C=O 2,7-diformyl-4,5,9,10-tetrahydropyrene